4-bromo-6-chloro-3(2H)-pyridazinone BrC=1C(NN=C(C1)Cl)=O